NC1=C(C=C(C=N1)C=1C=C2N(N1)CCC21CN(CC1)C(=O)NCC1=CC(=CC=C1)C(F)(F)F)C(F)(F)F 2'-[6-amino-5-(trifluoromethyl)pyridin-3-yl]-N-{[3-(trifluoromethyl)phenyl]methyl}-5',6'-dihydrospiro[pyrrolidine-3,4'-pyrrolo[1,2-b]pyrazole]-1-carboxamide